3-[5-(2,4-dichlorophenyl)-1,2,4-thiadiazol-3-yl]azetidine-1-carboxylic acid tert-butyl ester C(C)(C)(C)OC(=O)N1CC(C1)C1=NSC(=N1)C1=C(C=C(C=C1)Cl)Cl